NC1=NC(=C2N=CN(C2=N1)CCNC(=O)C1=CC(=NN1CC)C)NC1CC1 N-(2-(2-amino-6-(cyclopropylamino)-9H-purin-9-yl)ethyl)-1-ethyl-3-methyl-1H-pyrazole-5-carboxamide